C(#N)C1=CC=C(C=C1)C=1C=NN(C1O)C1=NC=C(C(=O)O)C=C1F 6-(4-(4-cyanophenyl)-5-hydroxy-1H-pyrazol-1-yl)-5-fluoronicotinic acid